tert.Butyl Acrylate C(C=C)(=O)OC(C)(C)C